4-[5-(1-ethyl-3-methyl-1H-pyrazol-5-yl)-4H-1,2,4-triazol-3-yl]-1-[(2S)-1-(pyrrolidin-1-yl)propan-2-yl]-1H-indazole-6-carboxamide C(C)N1N=C(C=C1C=1NC(=NN1)C1=C2C=NN(C2=CC(=C1)C(=O)N)[C@H](CN1CCCC1)C)C